S1C=NC2=C1C=CC=C2N2CCCCC2 (R)-1-(benzo[d]thiazol-4-yl)piperidin